[Si](C)(C)(C(C)(C)C)OCCNCC1=CN=C(C2=CC=CC=C12)OC 2-((tert-butyldimethylsilyl)oxy)-N-((1-methoxyisoquinolin-4-yl)methyl)ethan-1-amine